6-(pyrimidin-4-ylamino)-1H-spiro[imidazo[1,5-a]pyridine-3,3'-pyrrolidine]-1,5(2H)-dione N1=CN=C(C=C1)NC1=CC=C2N(C1=O)C1(CNCC1)NC2=O